ClC=1C2=CN(N=C2C=CC1B(O)O)CC (4-chloro-2-ethyl-2H-indazol-5-yl)boronic acid